FC=1C=C(C=C(C1CN1C(N(C=2C=NC(=C(C21)C2=CC=CC=C2)OC)C)=O)F)S(=O)(=O)N 3,5-difluoro-4-((6-methoxy-3-methyl-2-oxo-7-phenyl-2,3-dihydro-1H-imidazo[4,5-c]pyridin-1-yl)methyl)benzenesulfonamide